C(C)(C)(C)O[SiH](NCC(C)C)OC(C)(C)C di-t-butoxy(isobutylamino)silane